BrC1=CC=C2C(N(N=C(C2=C1)OCCOS(=O)(=O)C1=CC=C(C=C1)C)CC1=CC=C(C=C1)OC)=O.C(=C)(C)C(CC=C(CCC(=O)O)C)CCC=C 6-isopropenyl-3-methyl-3,9-decadienyl-carboxylate 2-((7-bromo-3-(4-methoxybenzyl)-4-oxo-3,4-dihydrophthalazin-1-yl)oxy)ethyl-4-methylbenzenesulfonate